ethyl 1-methyl-3-(methylsulfonamido)-1H-pyrazole-4-carboxylate CN1N=C(C(=C1)C(=O)OCC)NS(=O)(=O)C